NC1CCC(CC1)NC1=NC2=C(C=C(C=C2C=N1)C1=C(C=C(C=N1)NS(=O)(=O)C1=C(C=CC=C1)Cl)OC)CC N-(6-(2-(((1r,4r)-4-aminocyclohexyl)amino)-8-ethylquinazolin-6-yl)-5-methoxy-pyridin-3-yl)-2-chlorobenzene-sulfonamide